1,4,5,8,9,11-hexaazatriphenylen N1=CC=NC=2C3=NC=CN=C3C3=NC=NC=C3C12